C(\C=C\C(=O)O)(=O)O.ClC1=C(C=CC=C1Cl)N1CCN(CC1)CC[C@@H]1C[C@H](C1)NC(=O)C=1OC=CN1 N-(trans-3-(2-(4-(2,3-dichlorophenyl)piperazin-1-yl)ethyl)cyclobutyl)oxazole-2-carboxamide fumarate